C1(CC1)C(CNC(=O)C1=NN(C(N1)=O)C)CC1=CC=CC=C1 N-(2-cyclopropyl-3-phenylpropyl)-1-methyl-5-oxo-4,5-dihydro-1H-1,2,4-triazole-3-carboxamide